FC1=C(C=C(C=C1)OC=1C(=C2C=CNC2=C(C1F)F)F)C=1NC=C(N1)[C@@]1(CCOC2=C(C=CC=C12)[C@@H]1[C@H](C1)C(=O)OCC)C cis-ethyl (1S,2S)-2-[(4R)-4-[2-[2-fluoro-5-[(4,6,7-trifluoro-1H-indol-5-yl)oxy]phenyl]-1H-imidazol-4-yl]-4-methyl-chroman-8-yl]cyclopropanecarboxylate